L-LEUCYL-L-LEUCINE N[C@@H](CC(C)C)C(=O)N[C@@H](CC(C)C)C(=O)O